tributylmethylammonium bis(trifluoromethylsulfonyl)imide salt [N-](S(=O)(=O)C(F)(F)F)S(=O)(=O)C(F)(F)F.C(CCC)[N+](C)(CCCC)CCCC